1-oxo-3,4-dihydronaphthalene O=C1CCCC2=CC=CC=C12